ClC1=C(C=CC(=C1)Cl)S(=O)(=O)N1CC(C1)(CO)COC=1C=C(C#N)C=CC1 3-((1-((2,4-Dichlorophenyl)sulfonyl)-3-(hydroxymethyl)azetidin-3-yl)methoxy)benzonitrile